O1C(=CC=C1)PC=1OC=CC1 difuranyl-phosphine